N-behenyl-maleimide C(CCCCCCCCCCCCCCCCCCCCC)N1C(C=CC1=O)=O